(R)-N-(4-(4-fluorobenzyl)-3,6-dimethyl-3,4-dihydro-2H-benzo[b][1,4]oxazin-7-yl)-3,3-dimethylbutanamide FC1=CC=C(CN2C3=C(OC[C@H]2C)C=C(C(=C3)C)NC(CC(C)(C)C)=O)C=C1